C(C)NC1=C(C(=O)OC)C=CC(=C1)N1C=CC=2C1=NC(=CN2)C2=CC=CC=C2 methyl 2-(ethylamino)-4-(3-phenylpyrrolo[2,3-b]pyrazin-5-yl)benzoate